BrC1=CC(=C(C=N1)N)NC 6-bromo-N4-methylpyridine-3,4-diamine